2-(2-(2-(2-methoxyethoxy)ethoxyethyl)ethoxy)benzyl alcohol COCCOCCOCCCCOC1=C(CO)C=CC=C1